CN1N=C(C(=C1)C1=CC(=NC=C1)C1=NC2=C(N1)CN(C2)S(=O)(=O)C)C2=NC(=CC=C2)C 2-[4-(1-Methyl-3-(6-methylpyridin-2-yl)-1H-pyrazol-4-yl)pyridin-2-yl]-5-(methylsulfonyl)-1,4,5,6-tetrahydropyrrolo[3,4-d]imidazole